C(C)(C)OC1=NN(C=C1N)C1COC1 3-isopropoxy-1-(oxetan-3-yl)-1H-pyrazol-4-amine